COC=1C=C(C=CC1OCC1=CC=C(C=C1)OC)NC1=C(C=2N=C(C=NC2C=C1)NC)C#N 6-((3-methoxy-4-(4-methoxybenzyloxy)phenyl)amino)-3-(methylamino)quinoxaline-5-carbonitrile